COC=1C=C2C(=NC(=NC2=CC1OCCCN1CCCC1)N1CCS(CC1)(=O)=O)NC1CCOCC1 4-(6-methoxy-7-(3-(pyrrolidin-1-yl)propoxy)-4-((tetrahydro-2H-pyran-4-yl)amino)quinazolin-2-yl)thiomorpholine 1,1-dioxide